12-(3-Chloropropyl)-2,3-dimethoxy-[1,3]dioxolo[4',5':4,5]benzo[1,2-c]phenanthridin-13(12H)-one ClCCCN1C=2C3=C(C=CC2C2=CC(=C(C=C2C1=O)OC)OC)C=C1C(=C3)OCO1